2-(((2S,4s,6S)-6-((7-chloro-4-methoxy-isoquinolin-1-yl)amino)spiro[3.3]heptan-2-yl)oxy)nicotinamide ClC1=CC=C2C(=CN=C(C2=C1)NC1CC2(CC(C2)OC2=C(C(=O)N)C=CC=N2)C1)OC